(R)-6-bromo-N-(1-(3-(1,1-difluoroallyl)-2-fluorophenyl)ethyl)-2-methyl-8,9-dihydro-7H-cyclopenta[H]quinazolin-4-amine BrC=1C=C2C(=NC(=NC2=C2C1CCC2)C)N[C@H](C)C2=C(C(=CC=C2)C(C=C)(F)F)F